COCCOCCC[Si](O[Si](C)(C)C)(O[Si](C)(C)C)C 3-(2-methoxyethoxy)propyl-methyl-bis(trimethylsiloxy)silane